C=1N=CN2C1C1=CC=CC=C1C2C2C1(COC1)CC2=O 5-(5H-imidazo[5,1-a]isoindol-5-yl)-2-oxaspiro[3.3]heptan-6-one